C(C)C=1C(NC=2C=C(C=NC2C1)CC1N(CCNC1)C1=CC(=NC=C1)C(=O)[O-])=O 4-[(7-ethyl-6-oxo-5H-1,5-naphthyridin-3-ylmethyl)piperazin-1-yl]pyridine-2-carboxylate